C(#N)C1=CC(=C(C=N1)OC1=CC(=C2C(=N1)N(C=N2)C)NC2=CC=C(C=N2)C(=O)NCCN(C)C)C 6-[[5-[(6-cyano-4-methyl-3-pyridyl)oxy]-3-methyl-imidazo[4,5-b]pyridin-7-yl]amino]-N-(2-dimethylaminoethyl)pyridine-3-carboxamide